3-(5-(benzyloxy)-7-fluoro-1-oxoisoindolin-2-yl)piperidine-2,6-dione C(C1=CC=CC=C1)OC=1C=C2CN(C(C2=C(C1)F)=O)C1C(NC(CC1)=O)=O